NC1=C(C=CC(=C1F)NCC1=CC=C(C=C1)C(F)(F)F)NC(C(C(CCCCCCCC)F)F)=O N-(2-Amino-3-fluoro-4-((4-(trifluoromethyl)benzyl)amino)phenyl)-2,3-difluoroundecanamid